[N+](=[N-])=CC(CC[C@@H](C(=O)OC(C)C)NC([C@H](C=1C=NC=C(C1)OC)OC)=O)=O isopropyl (S)-6-diazo-2-((S)-2-methoxy-2-(5-methoxypyridin-3-yl)acetamido)-5-oxohexanoate